(±)-trans-N-[8-chloro-6-(8-methylpyrido[2,3-b]pyrazin-7-yl)-3-isoquinolyl]-2-cyano-cyclopropanecarboxamide ClC=1C=C(C=C2C=C(N=CC12)NC(=O)[C@H]1[C@@H](C1)C#N)C1=C(C=2C(=NC=CN2)N=C1)C |r|